C1(=CC=C(C=C1)C(C(=O)OCC)C)C Ethyl 2-p-tolylpropionate